[Si]([O-])([O-])([O-])[O-].[Si]([O-])([O-])([O-])[O-].[Ca+2].[Ca+2].[Ca+2].[Ca+2] Calcium disilicat